tert-butyl 2-((2-hydroxy ethyl)(methyl)carbamoyl)-7,8-dihydro-4H-pyrazolo[1,5-a][1,4]diazepine-5(6H)-carboxylate OCCN(C(=O)C1=NN2C(CN(CCC2)C(=O)OC(C)(C)C)=C1)C